C(C)(C)C1=CC=C(C=C1)NC(C(CC(=O)OC)OC)=O methyl 4-((4-isopropylphenyl) amino)-3-methoxy-4-oxobutanoate